(phenyl 5-isobutyl-4-methyl-3-(4-((2-(trifluoromethyl)-1H-imidazol-1-yl)methyl)phenyl)thiophene-2-yl)sulfonylcarbamate C1(=CC=CC=C1)S1C(=C(C(=C1CC(C)C)C)C1=CC=C(C=C1)CN1C(=NC=C1)C(F)(F)F)S(=O)(=O)NC([O-])=O